tert-butyl (3R*,4S*)-3-amino-4-(3,4-dichlorophenyl)pyrrolidine-1-carboxylate N[C@H]1CN(C[C@@H]1C1=CC(=C(C=C1)Cl)Cl)C(=O)OC(C)(C)C |o1:1,5|